N-((8,8-difluoro-5-azaspiro[2.5]oct-7-yl)methyl)methanesulfonamide FC1(C(CNCC12CC2)CNS(=O)(=O)C)F